(S)-2,2-difluoro-3-(4-fluorophenyl)-3-hydroxypropanamide FC(C(=O)N)([C@@H](O)C1=CC=C(C=C1)F)F